2-(1-((3,4-dimethylbenzyl)(2-hydroxy-2-(pyridin-3-yl)ethyl)amino)cyclopropyl)acetonitrile CC=1C=C(CN(C2(CC2)CC#N)CC(C=2C=NC=CC2)O)C=CC1C